1-acetyl-5-(trifluoromethoxy)indolin-2-one methyl-3-bromo-1-{[2-(trimethylsilyl)ethoxy]methyl}indazole-7-carboxylate COC(=O)C=1C=CC=C2C(=NN(C12)COCC[Si](C)(C)C)Br.C(C)(=O)N1C(CC2=CC(=CC=C12)OC(F)(F)F)=O